C(C)(=O)O[C@@H]1CN(CC[C@H]1NC1=NN2C(C=N1)=C(N=C2C(C)C)C(F)(F)F)S(=O)(=O)C (3R,4R)-4-{[7-isopropyl-5-(trifluoromethyl)imidazo[4,3-f][1,2,4]triazin-2-yl]amino}-1-methanesulfonylpiperidin-3-yl acetate